7-carbamoyl-5,6-difluoro-2,3-dimethyl-1H-indole C(N)(=O)C=1C(=C(C=C2C(=C(NC12)C)C)F)F